trans-1-(2,6-dibenzyloxy-3-pyridyl)-4-[4-[4-(dimethoxymethyl)cyclohexoxy]-1-piperidyl]-3-methyl-benzimidazol-2-one C(C1=CC=CC=C1)OC1=NC(=CC=C1N1C(N(C2=C1C=CC=C2N2CCC(CC2)O[C@@H]2CC[C@H](CC2)C(OC)OC)C)=O)OCC2=CC=CC=C2